(R)-N-(1-cyclobutyl-3,3-difluoropiperidin-4-yl)-4-methoxy-5-(quinoxalin-6-yl)pyrrolo[2,1-f][1,2,4]triazin-2-amine C1(CCC1)N1CC([C@@H](CC1)NC1=NN2C(C(=N1)OC)=C(C=C2)C=2C=C1N=CC=NC1=CC2)(F)F